ethyl 2,3,4-tri-O-acetyl-beta-D-glucopyranosuronate C(C)(=O)O[C@H]1[C@H](O)O[C@@H]([C@H]([C@@H]1OC(C)=O)OC(C)=O)C(=O)OCC